tetradecen-8-amine C=CCCCCCC(CCCCCC)N